NCC1=CC=C(C=C1)NC(=O)C1=CC2=C(OCCC3=C2SC=C3)C=C1C1=C(C=C(C=C1)C1=CC=C(C=C1)OC)C(=O)O 4-(9-((4-(aminomethyl)phenyl)carbamoyl)-4,5-dihydrobenzo[b]thieno[2,3-d]oxepin-8-yl)-4'-methoxy-[1,1'-biphenyl]-3-carboxylic acid